N1C=NC(=C1)CCN1CCC(CC1)CC1=CC=2N(C=C1)N=CC2N2C(NC(CC2)=O)=O 1-(5-((1-(2-(1H-imidazol-4-yl)ethyl)piperidin-4-yl)methyl)pyrazolo[1,5-a]pyridin-3-yl)dihydropyrimidine-2,4(1H,3H)-dione